2-(1-methylpyrazol-4-yl)-5,6-dihydrobenzothiazol CN1N=CC(=C1)C=1SC=2C(N1)=CCCC2